O1CC(CC1)OCCO 2-((tetrahydrofuran-3-yl)oxy)ethan-1-ol